C12N(CCNC2CC1)C=1C(=NC=CC1)C#N 2,5-diazabicyclo[4.2.0]octan-2-ylpyridine-2-carbonitrile